7-Bromo-1-azaspiro[4.5]deca-6,9-diene-2,8-dione BrC1=CC2(CCC(N2)=O)C=CC1=O